FC1=C(CNOCC#C)C=CC=C1 N-(2-fluorobenzyl)-O-2-propynylhydroxylamine